n-Propanoyl-N,N-dibutyl-amide C(CC)(=O)C(CCC)[N-]CCCC